Cl.C1(CC1)N1N=C(C(=C1)OC=1C(=NC=CC1)NC1CCNCC1)C1CCOCC1 ((1-cyclopropyl-3-(tetrahydro-2H-pyran-4-yl)-1H-pyrazol-4-yl)oxy)-N-(piperidin-4-yl)pyridin-2-amine hydrochloride